tert-butyl 6-(3-cyano-7,7-dimethyl-4-(3-(((trifluoromethyl) sulfonyl) oxy)-naphthalen-1-yl)-7,8-dihydro-5H-pyrano[4,3-b]pyridin-2-yl)-2,6-diazaspiro[3.4]octane-2-carboxylate C(#N)C=1C(=C2C(=NC1N1CC3(CN(C3)C(=O)OC(C)(C)C)CC1)CC(OC2)(C)C)C2=CC(=CC1=CC=CC=C21)OS(=O)(=O)C(F)(F)F